3-(4-(3-((R)-1-(3-methoxy-4-nitrobenzoyl)piperidin-3-yl)prop-1-yn-1-yl)-1-oxoisoindolin-2-yl)piperidine-2,6-dione COC=1C=C(C(=O)N2C[C@H](CCC2)CC#CC2=C3CN(C(C3=CC=C2)=O)C2C(NC(CC2)=O)=O)C=CC1[N+](=O)[O-]